C(C)(C)(C)OC(=O)N1C(CC=CC1)C1=C(C=C(C=C1)[N+](=O)[O-])OC (2-methoxy-4-nitrophenyl)-3,6-dihydropyridine-1(2H)-carboxylic acid tert-butyl ester